CC(C(=O)N1[C@@H](CN[C@H](C1)C1=CC(=CC=C1)N1CCN(CC1)C)C)C 2-Methyl-1-[(2R,5S)-2-methyl-5-[3-(4-methylpiperazin-1-yl)phenyl]piperazin-1-yl]propan-1-one